C(C=C)(=O)N1C[C@@H]2N(C(C=3C=4N(C=NC4C(=C(C3)F)C3=CC=C(C=4SC(=C(C43)C#N)N)F)CC2)=O)CC1 4-((R)-9-Acryloyl-2-fluoro-12-oxo-7,7a,8,9,10,11-hexahydro-6H,12H-4,5a,9,11a-tetraazabenzo[5,6]cycloocta[1,2,3-cd]inden-3-yl)-2-amino-7-fluorobenzo[b]thiophene-3-carbonitrile